N1(CCCC1)S(=O)(=O)C1=CC=CC2=C1N=C(S2)CN [4-(pyrrolidine-1-sulfonyl)-1,3-benzothiazol-2-yl]methanamine